Pyrrole-3-formamide N1C=C(C=C1)C(=O)N